2-[(3S,4S)-4-amino-3-methyl-2-oxa-8-azaspiro[4.5]dec-8-yl]-6-methyl-3-pyridinemethanol N[C@@H]1[C@@H](OCC12CCN(CC2)C2=NC(=CC=C2CO)C)C